3-fluoro-2-hydroxy-5-((4-(4-(pyrrolidin-1-yl)phenyl)piperidin-1-yl)sulfonyl)benzaldehyde FC=1C(=C(C=O)C=C(C1)S(=O)(=O)N1CCC(CC1)C1=CC=C(C=C1)N1CCCC1)O